N[C@@H](C1=C(C=C(C(=C1)Cl)Cl)O)C1CCNCC1 (R)-2-(amino(piperidin-4-yl)methyl)-4,5-dichlorophenol